C(#C)C=1C=CC=C2C=C(C=C(C12)B1OC(C(O1)(C)C)(C)C)OCOC 2-(8-Ethynyl-3-(methoxymethoxy)naphthalen-1-yl)-4,4,5,5-tetramethyl-1,3,2-dioxaborolane